FC1=CC=C(C(=C1C#N)C)OC 6-fluoro-3-methoxy-2-methylbenzonitrile